NC1CN(CC1)C=1C=CC=2N=CN=C(C2N1)NC1=C(C(=CC=C1)Br)F 6-(3-aminopyrrolidin-1-yl)-N-(3-bromo-2-fluorophenyl)pyrido[3,2-d]pyrimidin-4-amine